OC1=C(C(=CC=C1C(=O)O)C(=O)O)C(=O)O 3-hydroxy-benzene-1,2,4-tricarboxylic acid